BrC=1C2(C3=CC=CC=C3C1)CCC(CC2)(C(=O)N)NC2=NC(=CC=C2)Br (1s,4s)-2'-bromo-4-[(6-bromopyridin-2-yl)amino]spiro[cyclohexane-1,1'-indene]-4-carboxamide